6-[3-(1,3-dioxoisoindolin-2-yl)-2-oxo-butanoyl]pyrimidine-4-carboxamide O=C1N(C(C2=CC=CC=C12)=O)C(C(C(=O)C1=CC(=NC=N1)C(=O)N)=O)C